5-((4-(ethylsulfonyl)benzyl)carbamoyl)-2-fluorobenzoic acid C(C)S(=O)(=O)C1=CC=C(CNC(=O)C=2C=CC(=C(C(=O)O)C2)F)C=C1